6-(2-methoxy-3-methylphenyl)-2-(pyridin-2-yl)-7,8-dihydro-phthalazin-1(2H)-one COC1=C(C=CC=C1C)C1=CC=2C=NN(C(C2CC1)=O)C1=NC=CC=C1